2-hydroxyethyl-carbamic acid tert-butyl ester C(C)(C)(C)OC(NCCO)=O